C(C1=CC=CC=C1)OC=1N=C2C(=C(C=NC2=C(C1)Cl)C(=O)N)NCC(C)(C)C 6-(Benzyloxy)-8-chloro-4-(neopentylamino)-1,5-naphthyridine-3-carboxamide